C(CCCCCCCC(=O)OCC1=CC=CC=C1)(=O)OCCOCCN 1-(2-(2-aminoethoxy) ethyl) 9-benzyl azelate